amino-β-imidazolylpropionic acid NC(C(=O)O)CC=1NC=CN1